tert-Butyl N-[4-[3-(hydroxymethyl)-4-pyridyl]-3-methoxy-phenyl]carbamate OCC=1C=NC=CC1C1=C(C=C(C=C1)NC(OC(C)(C)C)=O)OC